3-[(8aS)-3-oxo-1,5,6,7,8,8a-hexahydroimidazo[1,5-a]pyrazin-2-yl]-2,2-dimethyl-propanoic acid hydrochloride Cl.O=C1N(C[C@H]2N1CCNC2)CC(C(=O)O)(C)C